2-methyl-3-(nitrooxy)-2-((nitrooxy)methyl)propanoic acid CC(C(=O)O)(CO[N+](=O)[O-])CO[N+](=O)[O-]